COC1=C(OCCCOC2=NC=3N(C(N(C(C3N2C)=O)C)=O)C)C=CC(=C1)C 8-(3-(2-methoxy-4-methylphenoxy)propoxy)-1,3,7-trimethyl-3,7-dihydro-1H-purine-2,6-dione